ethyl 7-bromo-6-chloro-3-{3-[(6-fluoro-1-naphthyl)oxy]propyl}-1H-indole-2-carboxylate BrC=1C(=CC=C2C(=C(NC12)C(=O)OCC)CCCOC1=CC=CC2=CC(=CC=C12)F)Cl